3-(2-((5s,7s)-5-Hydroxy-2-azaadamantan-2-yl)acetyl)-2,5-dimethyl-1H-pyrrol OC12CC3N(C(CC(C1)C3)C2)CC(=O)C2=C(NC(=C2)C)C